CC1=CC=NC=C1 4-methylpyridin